1-methylimino-4-(4-nitrophenyl)-1,4-thiazinane 1-oxide CN=S1(CCN(CC1)C1=CC=C(C=C1)[N+](=O)[O-])=O